CC(C)(C)S(=O)(=O)NC1=NC(=NC=C1)NC(C1=C(C=C(C=C1)NS(=O)(=O)CCO)N1CCC2(CC2)CC1)=O N-(4-((1,1-dimethylethyl)sulfonamido)pyrimidin-2-yl)-4-((2-hydroxyethyl)sulfonamido)-2-(6-azaspiro[2.5]octan-6-yl)benzamide